2,2,4,5-tetramethyl-1-oxa-2-silacyclohexan-6-one C[Si]1(OC(C(C(C1)C)C)=O)C